N1(CCC1)[C@@H](COC)C=1NC(=NN1)C=1N(C2=C(C(=C(C=C2C1N1C=NC=C1)OC)Cl)F)C (R)-2-(5-mono(1-(azetidin-1-yl)-2-methoxyethyl)-4H-1,2,4-triazol-3-yl)-6-chloro-7-fluoro-3-(1H-imidazol-1-yl)-5-methoxy-1-methyl-1H-indole